CC1CC(C1)(C1=NN=CN1C)C=1C=C(C=NC1)NC(=O)C1=CC=C2C(=N1)SC=C2 N-{5-[(1r,3s)-3-methyl-1-(4-methyl-1,2,4-triazol-3-yl)cyclobutyl]pyridin-3-yl}thieno[2,3-b]pyridine-6-carboxamide